C(C)(C)(C)NS(=O)(=O)C1=CC=C(C=C1)NC([C@H](CC1=CC=CC=C1)NC(OC1CCOCC1)=O)=O (S)-tetrahydro-2H-pyran-4-yl 1-(4-(N-tert-butylsulfamoyl)phenylamino)-1-oxo-3-phenylpropan-2-ylcarbamate